4-(4-(3-(1-Methyl-1H-indazol-6-yl)-1,4-dihydrothieno[2',3':4,5]cyclopenta[1,2-c]pyrazol-6-yl)phenethyl)morpholin-3-one CN1N=CC2=CC=C(C=C12)C=1C2=C(NN1)C1=C(C2)SC(=C1)C1=CC=C(CCN2C(COCC2)=O)C=C1